tert-butyl (S)-2-(trifluoromethyl)piperazine-1-carboxylate FC([C@H]1N(CCNC1)C(=O)OC(C)(C)C)(F)F